C1C2=CC=C(C=C2)C2=CC=C1C=C2 4,4'-methylenebiphenyl